octoxybenzotriazole C(CCCCCCC)OC1=CC=CC=2NN=NC21